acryloyloxycarbonyl phosphate P(=O)(OC(=O)OC(C=C)=O)([O-])[O-]